[C@H]12[C@H](C[C@H](CC1)C2)N2C(C(=CC1=C2N=C(N=C1)NC1CCN(CC1)S(=O)(=O)C1=NN(C=C1)C)C(F)F)=O 8-((1S,2S,4R)-bicyclo[2.2.1]heptan-2-yl)-6-(difluoromethyl)-2-((1-((1-methyl-1H-pyrazol-3-yl)sulfonyl)piperidin-4-yl)amino)pyrido[2,3-d]pyrimidin-7(8H)-one